6-chloro-4-((4-ethynyl-2-(N-methylmethanesulfonamido)phenyl)amino)-N-isopropoxynicotinamide ClC1=NC=C(C(=O)NOC(C)C)C(=C1)NC1=C(C=C(C=C1)C#C)N(S(=O)(=O)C)C